OC1=CC=C(C=C1)N1C(=C(C2=CC=CC=C12)C(=O)N)C1=CC=CC=C1 1-(4-Hydroxy-phenyl)-2-phenyl-1H-indole-3-carboxylic acid, amide